tert-butyl 4-(4-(4-(1-(tert-butoxycarbonyl)-1,2,3,6-tetrahydropyridin-4-yl)-3-methylbenzamido)phenyl)-3,6-dihydropyridine-1(2H)-carboxylate C(C)(C)(C)OC(=O)N1CCC(=CC1)C1=C(C=C(C(=O)NC2=CC=C(C=C2)C=2CCN(CC2)C(=O)OC(C)(C)C)C=C1)C